6-(1-(3-Chloropyridin-2-yl)-3-((1-methyl-3-(trifluoromethyl)-1H-pyrazol-5-yl)oxy)-1H-pyrazol-5-carboxamido)-N-(cyclopropylmethyl)-5-methylpyrazolo[1,5-a]pyridin-7-carboxamid ClC=1C(=NC=CC1)N1N=C(C=C1C(=O)NC=1C(=CC=2N(C1C(=O)NCC1CC1)N=CC2)C)OC2=CC(=NN2C)C(F)(F)F